C(C)(C)(C)OC(N(CC(CCCO)(F)F)C(=O)OC(C)(C)C)=O tert-butyloxycarbonyl-N-(2,2-difluoro-5-hydroxy-pentyl)carbamic acid tert-butyl ester